ClC1=C(C(=O)O)C=CC(=C1)NC(=O)C1=NN(C(=C1C)C1=CC=C(C=C1)Cl)C1=C(C=C(C=C1)Cl)Cl 2-chloro-4-(5-(4-chlorophenyl)-1-(2,4-dichlorophenyl)-4-methyl-1H-pyrazole-3-carboxamido)benzoic acid